(S)-2-(4-(2-((4-chlorobenzyl)oxy)pyrimidin-4-yl)-2,3,6-trifluorobenzyl)-1-(4,4-dimethyltetrahydrofuran-3-yl)-4-fluoro-1H-benzo[d]imidazole-6-carboxylic acid ClC1=CC=C(COC2=NC=CC(=N2)C2=C(C(=C(CC3=NC4=C(N3[C@@H]3COCC3(C)C)C=C(C=C4F)C(=O)O)C(=C2)F)F)F)C=C1